ethyl 8-chloro-5-(2,4-dimethoxybenzyl)-6-oxo-5,6-dihydro-4H-benzo[f]imidazo[1,5-a][1,4]diazepine-3-carboxylate ClC=1C=CC2=C(C(N(CC=3N2C=NC3C(=O)OCC)CC3=C(C=C(C=C3)OC)OC)=O)C1